N-(4-(4-amino-1-ethyl-7-(4(R)-(oxetan-3-ylamino)cyclohex-1-en-1-yl)-1H-pyrazolo[4,3-c]pyridin-3-yl)-2-fluorophenyl)-2-chlorobenzenesulfonamide NC1=NC=C(C2=C1C(=NN2CC)C2=CC(=C(C=C2)NS(=O)(=O)C2=C(C=CC=C2)Cl)F)C2=CC[C@@H](CC2)NC2COC2